{2-[4-(4-Bromo-benzoylamino)-phenyl]-ethyl}-carbamic acid tert-butyl ester C(C)(C)(C)OC(NCCC1=CC=C(C=C1)NC(C1=CC=C(C=C1)Br)=O)=O